OC1=C(C=CC=C1)C=1C=C2C(=NN1)NC[C@@H]1N2CCN(C1)C1CCN(CC1)CCCOC=1C=C2CN(C(C2=CC1)=O)C1C(NC(CC1)=O)=O 3-(5-(3-(4-((S)-2-(2-hydroxyphenyl)-5,6,6a,7,9,10-hexahydro-8H-pyrazino[1',2':4,5]pyrazino[2,3-c]pyridazin-8-yl)piperidin-1-yl)propoxy)-1-oxoisoindolin-2-yl)piperidine-2,6-dione